4-(2-chlorobenzyl)-1-(pyridin-4-yl)-[1,2,4]triazol ClC1=C(CN2C=NN(C2)C2=CC=NC=C2)C=CC=C1